tripolyne phosphate P(=O)(O)(O)O.[PoH]#[Po][PoH]